(4-(3-methyl-9H-carbazol-9-yl)phenyl)-[1,1':2',1''-terphenyl]-3'-carbonitrile CC=1C=CC=2N(C3=CC=CC=C3C2C1)C1=CC=C(C=C1)C1=C(C=CC=C1)C1=C(C(=CC=C1)C#N)C1=CC=CC=C1